CNCC(OCCC[Si](OC)(OC)OC)C 3-(N-methyl-2-amino-1-methyl-1-ethoxy)propyl-trimethoxysilane